(1s,2s)-1-amino-7-fluoro-4,4-dimethyl-1,2,3,4-tetrahydronaphthalen-2-ol N[C@@H]1[C@H](CC(C2=CC=C(C=C12)F)(C)C)O